ClC1=CC=C2C=3C(=C(C(=C(C3NC2=C1)C(=O)OCC)C(=O)OCC)C(=O)OCC)C(=O)OCC tetraethyl 7-chloro-9H-carbazole-1,2,3,4-tetracarboxylate